1-(1,4-dioxaspiro[4.5]decan-8-yl)-4-(4,4,5,5-tetramethyl-1,3,2-dioxaborolan-2-yl)pyrazole O1CCOC12CCC(CC2)N2N=CC(=C2)B2OC(C(O2)(C)C)(C)C